[Am]([Am][Am][Am][Am]CCCCCCCCCCC)OCC[N+](C)(C)C pentamericacetylcholine